1-((5-(2,6-dioxopiperidin-3-yl)-6-oxo-5,6-dihydro-4H-thieno[2,3-c]pyrrol-2-yl)methyl)-3-(naphthalen-1-yl)urea O=C1NC(CCC1N1C(C2=C(C1)C=C(S2)CNC(=O)NC2=CC=CC1=CC=CC=C21)=O)=O